1-benzyl-7-((4-methoxynaphthalen-1-yl)methyl)-5-oxo-8-(3-(trifluoromethyl)phenyl)-1,2,3,5-tetrahydroimidazo[1,2-a]pyridine-3-carboxylic acid C(C1=CC=CC=C1)N1CC(N2C1=C(C(=CC2=O)CC2=CC=C(C1=CC=CC=C21)OC)C2=CC(=CC=C2)C(F)(F)F)C(=O)O